NCCCCCCC(CN1CCC(CC1)C1=CC=C(C=C1)NC1C(NC(CC1)=O)=O)F 3-((4-(1-(8-amino-2-fluorooctyl)piperidin-4-yl)phenyl)amino)piperidine-2,6-dione